(1R,2R,3S,4S,6R)-4-(4-chloro-3-(ethoxybenzyl)phenyl)-5,5-difluoro-6-(hydroxymethyl)cyclohexane-1,2,3-triol ClC1=C(C=C(C=C1)[C@H]1[C@@H]([C@H]([C@@H]([C@H](C1(F)F)CO)O)O)O)C(C1=CC=CC=C1)OCC